CC1=CC=CC(=N1)N1C=CC2=CC=CC=C12 (6-methylpyridin-2-yl)-1H-indole